B(OC1=CC(=CC(=C1)C(F)(F)F)C(F)(F)F)([O-])[O-] (3,5-di(trifluoromethyl) phenyl) borate